5-(Benzyloxy)-8-methyl-2-(3-methyl-1-benzofuran-2-yl)quinoline C(C1=CC=CC=C1)OC1=C2C=CC(=NC2=C(C=C1)C)C=1OC2=C(C1C)C=CC=C2